tert-butyl 4-(6-bromo-4-methoxy-1,3-benzothiazol-2-yl)-3,6-dihydro-2H-pyridine-1-carboxylate BrC1=CC2=C(N=C(S2)C=2CCN(CC2)C(=O)OC(C)(C)C)C(=C1)OC